C(CCCCCCCCCCC)(=O)N(CCC(=O)O)C.[Na] sodium lauroylmethyl-β-alanine